N(=[N+]=[N-])[C@H]1[C@H](N(CC1)C1=NC(=CC(=C1C#N)C(F)(F)F)C)C(=O)NC1=NN(C=C1)C (2S,3R)-3-azido-1-(3-cyano-6-methyl-4-(trifluoromethyl)pyridin-2-yl)-N-(1-methyl-1H-pyrazol-3-yl)pyrrolidine-2-carboxamide